N1(CCNCCC1)C=1C=CC(=C(C(=O)NC2(CC2)C2=CC=CC3=CC=CC=C23)C1)C 5-(1,4-Diazepan-1-yl)-2-methyl-N-(1-(naphthalen-1-yl)cyclopropyl)benzamide